N-(4'-((2-(1,1-difluoroethyl)-6-methylpyrimidin-4-yl)amino)-6-(difluoromethoxy)-[2,3'-bipyridyl]-6'-yl)acetamide FC(C)(F)C1=NC(=CC(=N1)NC1=C(C=NC(=C1)NC(C)=O)C1=NC(=CC=C1)OC(F)F)C